C(C)OC=1C(=CNC(C1)=O)C1=CC(=C(C=C1)CC(=O)NC=1C=C(C(=O)NCCN2CC(C2)C)C=C(C1)C(F)(F)F)F 3-(2-(4-(4-ethoxy-6-oxo-1,6-dihydropyridin-3-yl)-2-fluorophenyl)acetamido)-N-(2-(3-methylazetidin-1-yl)ethyl)-5-(trifluoromethyl)benzamide